1-(4-(cyclopropylmethyl)-3,4-dihydroquinoxalin-1(2H)-yl)-3-(4-methylpiperazin-1-yl)propan C1(CC1)CN1CCN(C2=CC=CC=C12)CCCN1CCN(CC1)C